undecylsulfonate C(CCCCCCCCCC)S(=O)(=O)[O-]